C(CCC\C=C/C\C=C/C\C=C/C\C=C/C\C=C/CC)OC(C(=O)OCCNC(C1=C(C=CC=C1)OC(C)=O)=O)CC 2-(2-Acetoxybenzamido)ethyl 2-((5Z,8Z,11Z,14Z,17Z)-icosa-5,8,11,14,17-pentaen-1-yloxy)butanoate